(R)-4-chloro-5-(3-((4-(2-methyl-4-(methylsulfonyl)phenyl)pyridin-2-yl)oxy)pyrrolidin-1-yl)pyridazin-3(2H)-one ClC=1C(NN=CC1N1C[C@@H](CC1)OC1=NC=CC(=C1)C1=C(C=C(C=C1)S(=O)(=O)C)C)=O